C(C)N1C=C(C(C(=C1C)C1=CC=C(C=C1)F)=O)C(=O)NC1=CC(=C(C=C1)OC1=CC=NC2=CC(=CN=C12)OC)F 1-ethyl-N-[3-fluoro-4-[(7-methoxy-1,5-naphthyridin-4-yl)oxy]phenyl]-5-(4-fluorophenyl)-6-methyl-4-oxopyridine-3-carboxamide